COC1=CC=C(C=2C=C3N(C12)CC(OC3C)C)NC(C3=C(C=CC=C3)N3CCC1(CC1)CC3)=O N-(6-methoxy-1,3-dimethyl-3,4-dihydro-1H-[1,4]oxazino[4,3-a]indol-9-yl)-2-(6-azaspiro[2.5]octan-6-yl)benzamide